BrC1=NC=CC(=C1)N1C(CCCC1)CCO 2-[1-(2-Bromopyridin-4-yl)piperidin-2-yl]ethanol